2'-[6-amino-5-(trifluoromethoxy)pyridin-3-yl]-N-[(1R)-1-phenylethyl]-5',6'-dihydrospiro[pyrrolidine-3,4'-pyrrolo[1,2-b]pyrazole]-1-carboxamide NC1=C(C=C(C=N1)C=1C=C2N(N1)CCC21CN(CC1)C(=O)N[C@H](C)C1=CC=CC=C1)OC(F)(F)F